BrC=1C=C(C(=CC1)C1=C(C=CC=C1)[N+](=O)[O-])C=O 4-bromo-2'-nitrobiphenyl-2-aldehyde